IC=1C=NN(C1)C(CC(=O)OC)C1CCCC1 methyl 3-(4-iodo-1H-pyrazol-1-yl)-3-cyclopentylpropionate